1,3-benzodiazole-4-carboxylic acid N1C=NC2=C1C=CC=C2C(=O)O